tert-butyl-(4-chloro-3-formylcyclohex-3-en-1-yl)carbamic acid C(C)(C)(C)N(C(O)=O)C1CC(=C(CC1)Cl)C=O